C1CCC2=C(C=3CCCC3C=C12)NC(=O)O[C@@H](C(=O)OCC1=CC=CC=C1)COC benzyl (2R)-2-{[(1,2,3,5,6,7-hexahydro-s-indacen-4-yl)carbamoyl]oxy}-3-methoxypropanoate